tin di-n-butyl diisobutyrate C(C(C)C)(=O)OCCCC.C(C(C)C)(=O)OCCCC.[Sn]